C(#C)C1=C2C(=CC(=CC2=CC=C1F)O)C1=C(C=2N=C(N=C(C2C(=N1)CO)N1CCOCCC1)OC[C@]12CCCN2C[C@@H](C1)F)F 5-ethynyl-6-fluoro-4-(8-fluoro-2-(((2R,7aS)-2-fluorotetrahydro-1H-pyrrolizin-7a(5H)-yl)methoxy)-5-(hydroxymethyl)-4-(1,4-oxazepan-4-yl)pyrido[4,3-d]pyrimidin-7-yl)naphthalen-2-ol